C(C)(=O)O.CC=1N=CSC1C(C)S 4-methyl-5-thiazolyl-ethanethiol acetate